C(C)(C)(C)C=1C=C(C=C(C1)C(C)(C)Cl)C(C)(Cl)C 5-tertbutyl-1,3-bis(1-chloro-1-methylethyl)benzene